5-(3-((cyclopropylamino)methyl)-3-fluoroazetidin-1-yl)-N-(2,8-dimethylimidazo[1,2-a]pyrazin-6-yl)pyrazine-2-carboxamide C1(CC1)NCC1(CN(C1)C=1N=CC(=NC1)C(=O)NC=1N=C(C=2N(C1)C=C(N2)C)C)F